N2-Acetyl-N6-[(benzyloxy)carbonyl]-L-lysine C(C)(=O)N[C@@H](CCCCNC(=O)OCC1=CC=CC=C1)C(=O)O